4-(3-chlorophenyl)-N'-(4-methylphenyl)thiazole-2-hydrazide ClC=1C=C(C=CC1)C=1N=C(SC1)C(=O)NNC1=CC=C(C=C1)C